bromo-1-(2-hydroxy-4-(trifluoromethyl)phenyl)ethanone BrCC(=O)C1=C(C=C(C=C1)C(F)(F)F)O